C(C(C)C)(=O)NC=1C=CC(=C(C(=O)NC(C)C2=CC(=CC=C2)C=2SC=CN2)C1)OCC(F)(F)F 5-isobutyramido-N-(1-(3-(thiazol-2-yl)phenyl)ethyl)-2-(2,2,2-trifluoroethoxy)benzamide